dinitrobenzoic acid dithiolate S1SC(C=C1)C(=O)O.[N+](=O)([O-])C=1C(=C(C(=O)O)C=CC1)[N+](=O)[O-]